2-(6-chloro-2-pyridyl)-2-(1-methylpyrazol-4-yl)propanenitrile ClC1=CC=CC(=N1)C(C#N)(C)C=1C=NN(C1)C